(S)-2-(2,5-difluoro-4-(6-((2-(1-methyl-1H-pyrazol-4-yl)thiazol-5-yl)methoxy)pyridin-2-yl)benzyl)-1-(oxetan-2-ylmethyl)-1H-benzo[d]imidazole-6-carboxylic acid FC1=C(CC2=NC3=C(N2C[C@H]2OCC2)C=C(C=C3)C(=O)O)C=C(C(=C1)C1=NC(=CC=C1)OCC1=CN=C(S1)C=1C=NN(C1)C)F